tert-butyl (2S,4R)-4-[(3-carbamoylphenyl)methoxy]-2-(dimethylcarbamothioyl)pyrrolidine-1-carboxylate C(N)(=O)C=1C=C(C=CC1)CO[C@@H]1C[C@H](N(C1)C(=O)OC(C)(C)C)C(N(C)C)=S